ON=C(N)C1=CC=NN1CC(F)(F)F N'-Hydroxy-1-(2,2,2-trifluoroethyl)-1H-pyrazole-5-carboximidamide